(2-chloro-4-isopropyl-7-oxothieno[2,3-d]pyridazin-6(7H)-yl)-N-(5-fluoropyrimidin-2-yl)acetamide ClC1=CC2=C(C(N(N=C2C(C)C)CC(=O)NC2=NC=C(C=N2)F)=O)S1